C(C)(C)(C)C=1C=C(C=C(C1)C(C)(C)C)N(C=1C2=CC=CC=C2C(=C2C=CC(=CC12)C1=CC=CC=C1)N(C1=CC(=CC(=C1)C1=CC(=CC(=C1)C(C)(C)C)C(C)(C)C)C1=CC(=CC(=C1)C(C)(C)C)C(C)(C)C)C1=CC(=CC(=C1)C(C)(C)C)C(C)(C)C)C1=CC(=CC(=C1)C1=CC(=CC(=C1)C(C)(C)C)C(C)(C)C)C1=CC(=CC(=C1)C(C)(C)C)C(C)(C)C N,N'-bis(3,5-di-tert-butylphenyl)-N,N'-bis[3,5-bis(3,5-di-tert-butylphenyl)phenyl]-2-phenylanthracene-9,10-diamine